NC1=NC=C(C(=N1)C)C#N 2-amino-4-methylpyrimidine-5-carbonitrile